1-(8-bromoquinoxaline-6-yl)-3-methylcyclobutane-1-carboxylic acid BrC=1C=C(C=C2N=CC=NC12)C1(CC(C1)C)C(=O)O